BrC=1C=C(C=CC1)C=1C(=C(NC1)CC1CC1)C(=O)C1=CC(=C(C(=C1)F)S(=O)(=O)N(CC1=CC=C(C=C1)OC)CC1=CC=C(C=C1)OC)F 4-[4-(3-bromophenyl)-2-(cyclopropylmethyl)-1H-pyrrole-3-carbonyl]-2,6-difluoro-N,N-bis[(4-methoxyphenyl)methyl]benzenesulfonamide